CN1N=C(C=CC1=O)NC(=O)C1=CN2C3=CC=CC=C3N=C2S1 N-(1-methyl-6-oxo-1,6-dihydropyridazin-3-yl)-5-thia-2,7-diazatricyclo[6.4.0.02,6]dodeca-1(12),3,6,8,10-pentaene-4-carboxamide